2-(2-bromophenyl)ethanesulfonyl chloride BrC1=C(C=CC=C1)CCS(=O)(=O)Cl